5-(morpholine-4-carbonyl)-1H-indol N1(CCOCC1)C(=O)C=1C=C2C=CNC2=CC1